CNCCCN N-methyl-aminopropyl-amine